C(C)(C)(C)C=1C=C(CN2N=NC(=C2)CC(C(=O)N)=CC2=CC=CC=C2)C=CC1 ((1-(3-(tert-butyl)benzyl)-1H-1,2,3-triazol-4-yl)methyl)cinnamamide